amino-thietane dioxide NC1S(CC1)(=O)=O